ClC=1C(=C(CC=2C=C3C(C(=CN(C3=C(C2)OC(C)C)[C@@H](C(C)C)CO)C(=O)O)=O)C=CC1)F (S)-6-(3-Chloro-2-fluorobenzyl)-1-(1-hydroxymethyl-2-methylpropyl)-8-isopropyloxy-4-oxo-1,4-dihydroquinoline-3-carboxylic acid